7-methyl-2-((6-methylbenzo[d][1,3]dioxol-5-yl)amino)-9-phenyl-7,9-dihydro-8H-purin-8-one CN1C(N(C2=NC(=NC=C12)NC1=CC2=C(OCO2)C=C1C)C1=CC=CC=C1)=O